2-(5-((2-hydroxyethyl)amino)pentyl)isoindole-1,3-dione OCCNCCCCCN1C(C2=CC=CC=C2C1=O)=O